2,3,5,6-tetrafluoro-1,4-diaminobenzene FC1=C(C(=C(C(=C1F)N)F)F)N